N,N-dimethyl-N-(2-phenoxyethyl)-1-dodecylammonium C[N+](CCOC1=CC=CC=C1)(C)CCCCCCCCCCCC